C1(=CC=C(C=C1)OCCCCCCCCC(C(=O)O)=C)C1=CC=CC=C1 8-([1,1'-biphenyl]-4-yloxy)octylacrylic acid